5-{[(tert-butoxy)carbonyl]Amino}-1-(2-methoxyethyl)piperidine-2-carboxylic acid C(C)(C)(C)OC(=O)NC1CCC(N(C1)CCOC)C(=O)O